5-methyl-2-(((6-(pyrimidin-2-yl)bicyclo[4.1.0]hept-3-yl)oxy)methyl)pyrrolidine-1-carboxylic acid methyl ester COC(=O)N1C(CCC1C)COC1CC2CC2(CC1)C1=NC=CC=N1